(Z)-3,7,11,15-tetramethylhexadeca-6,10,14-trien CC(CC)CC\C=C(/CCC=C(CCC=C(C)C)C)\C